OC1=C(C(=O)NC=2C=C3C=CC=NC3=CC2)C=C(C=C1)OC 2-hydroxy-5-methoxy-N-(quinolin-6-yl)benzamide